(S)-4-((3-fluoropropyl)(4-(5,6,7,8-tetrahydro-1,8-naphthyridin-2-yl)butyl)amino)-2-(quinazolin-4-ylamino)butyric acid FCCCN(CC[C@@H](C(=O)O)NC1=NC=NC2=CC=CC=C12)CCCCC1=NC=2NCCCC2C=C1